2-{3-[(3R,4S)-3,4-dihydroxypyrrolidine-1-carbonyl]-5,6-dihydrocyclopenta[c]pyrazol-1(4H)-yl}-1-[4-(2,3-dimethylphenyl)piperazin-1-yl]ethan-1-one O[C@@H]1CN(C[C@@H]1O)C(=O)C=1C2=C(N(N1)CC(=O)N1CCN(CC1)C1=C(C(=CC=C1)C)C)CCC2